C(C)(C)(C)OC(=O)NCCC(NC)C(=O)[O-] 2-(((tert-butoxycarbonyl) amino) ethyl)-N-methylglycinate